OCC1CN(CCN1C)C(=O)OCC1=CC=CC=C1 Benzyl 3-(hydroxymethyl)-4-methyl-piperazine-1-carboxylate